NCC1(C2CCN(CC12)C(=O)OC(C)(C)C)C1=NOC=C1 tert-Butyl 7-(aminomethyl)-7-(isoxazol-3-yl)-3-azabicyclo[4.1.0]heptane-3-carboxylate